OC(CN(CCCC(=O)OC1=C(C=C(C(=O)OCCCN(C)C)C=C1OC)OC)CC(CCCCCCCCCCCC)O)CCCCCCCCCCCC 3-(dimethylamino)propyl 4-((4-(bis(2-hydroxytetradecyl)amino)butanoyl)oxy)-3,5-dimethoxybenzoate